C(#N)CC=1N(N=C2C=CC=CC12)C1=CC=C(C=C1)F 3-cyanomethyl-2-(4-fluorophenyl)indazole